ClC1=C(C=C(C=C1)C=1N=C(SC1SC(C)C)N1N=C(C(=C1C(=O)O)C1=CC(=CC=C1)F)C)C#N 1-(4-(4-chloro-3-cyanophenyl)-5-(isopropylsulfanyl)thiazol-2-yl)-4-(3-fluorophenyl)-3-methyl-1H-pyrazole-5-carboxylic acid